C(C)OC1=C(C=CC=C1)N1CCN(CC1)CC1(OCC2=CC(=C(C=C2C1O)OC)OC)C 3-((4-(2-ethoxyphenyl)piperazin-1-yl)methyl)-6,7-dimethoxy-3-methylisochroman-4-ol